CS(=O)(=O)N1CCC(CC1)NC1=NC=C(C(=N1)C=1N=CN(C1)C1=C(C#N)C=CN=C1)C(F)(F)F 3-(4-(2-((1-(Methyl-sulfonyl)piperidin-4-yl)amino)-5-(trifluoromethyl)pyrimidin-4-yl)-1H-imidazol-1-yl)isonicotinonitrile